C(C)OC1C2=CC=CC=C2C=2C=CC(=CC12)NC(C)=O N-(9-ethoxy-9H-fluoren-2-yl)acetamide